C(C)OC(=O)C1(CCN(CC1)C=1C=2N(C(=C(N1)C)C1=C(C=CC=C1)F)N=CC2)CC=2N=C(OC2Br)C 4-[(5-bromo-2-methyl-oxazol-4-yl)methyl]-1-[7-(2-fluorophenyl)-6-methyl-pyrazolo[1,5-a]pyrazin-4-yl]piperidine-4-carboxylic acid ethyl ester